di-(4-isopropylphenyl) diselenide C(C)(C)C1=CC=C(C=C1)[Se][Se]C1=CC=C(C=C1)C(C)C